C1(=CC=CC2=CC=CC=C12)C=1C2=CC=CC=C2C(=C2C=CC=CC12)B(O)O 9-(1-naphthyl)-10-anthraceneboronic acid